3-((5-fluoro-2-(1H-pyrazolo[3,4-b]pyridin-3-yl)pyrrolo[2,1-f][1,2,4]triazin-4-yl)amino)bicyclo[2.2.2]octane-2-carboxylic acid FC=1C=CN2N=C(N=C(C21)NC2C(C1CCC2CC1)C(=O)O)C1=NNC2=NC=CC=C21